N[C@@H]1C[C@@H](CC1)OC1=C(C(=CC(=C1)OC)F)C1=CC(=NN1)NC=1N=CC(=NC1)C#N 5-((5-(2-(((1R,3S)-3-aminocyclopentyl)oxy)-6-fluoro-4-methoxyphenyl)-1H-pyrazol-3-yl)amino)pyrazine-2-carbonitrile